FC(C(=O)O)(F)F.ClC1=CC=C(C=C1)C=CC(=O)NC=1C(=NN(C1)C1=CC=NC=C1)C 3-(4-chlorophenyl)-N-(3-methyl-1-(pyridin-4-yl)-1H-pyrazol-4-yl)propenamide, trifluoroacetic acid salt